4-METHYL-OCTANE zinc [Zn].CC(CCC)CCCC